1-(4,6-diamino-s-triazin-2-yl)heptyl-2-methylimidazole NC1=NC(=NC(=N1)N)C(CCCCCC)C=1N=C(NC1)C